ClC1=CNC2=C(C=C(C=C12)OC)NS(=O)(=O)C1=CC(=CC=C1)C#N N-(3-chloro-5-methoxy-1H-indol-7-yl)-3-cyanobenzenesulfonamide